2-(3,4-dimethoxyphenyl)-5-(4-(6-isobutyl-2,6-diazaspiro[3.3]hept-2-yl)phenyl)-3,7-dimethyl-3H-imidazo[4,5-b]pyridine COC=1C=C(C=CC1OC)C1=NC=2C(=NC(=CC2C)C2=CC=C(C=C2)N2CC3(C2)CN(C3)CC(C)C)N1C